2-amino-3-(3-hydroxy-2,6-dimethylphenyl)-5-[2-(trifluoromethyl)pyridin-4-yl]benzamide NC1=C(C(=O)N)C=C(C=C1C1=C(C(=CC=C1C)O)C)C1=CC(=NC=C1)C(F)(F)F